CC1=CC2=C(C(=C1)O)C(=O)C3=C([C@@]2([C@H]4[C@@H]([C@H]([C@H]([C@@H](O4)OC(=O)C)O)OC(=O)C=C(C)C)O)O)C=CC=C3O The molecule is a C-glycosyl compound that is 1,8,10-trihydroxy-3-methylanthracen-9-one substituted by a 1-O-acetyl-3-O-senecioyl-alpha-L-lyxopyranosyl moiety at position 10 via a C-glycosidic linkage (the 10R stereoisomer). It is isolated from the leaves of Alvaradoa haitiensis and exhibits cytotoxicity against human oral epidermoid carcinoma. It has a role as a metabolite and an antineoplastic agent. It is a C-glycosyl compound, an acetate ester, a member of anthracenes and a polyphenol. It derives from a 3-methylbut-2-enoic acid.